C(C)(=O)N1CC(C1)(C=C)NC(=O)C=1OC=CC(C1OCC1=CC=CC=C1)=C=O N-(1-acetyl-3-vinyl-azetidin-3-yl)-3-benzyloxy-4-carbonyl-pyran-2-carboxamide